2-(3-trifluoromethoxyphenoxy)-aniline FC(OC=1C=C(OC2=C(N)C=CC=C2)C=CC1)(F)F